C(CCC)[Si]([Si]([Si](C)(C)CCCC)(C#C)[Si](C)(C)CCCC)(C)C 1,3-dibutyl-2-(butyldimethylsilyl)-2-ethynyl-1,1,3,3-tetramethyltrisilane